3-Hydroxy-1H-1,5-naphthyridin-2-one OC=1C(NC2=CC=CN=C2C1)=O